(S)-4-(2-((1-methylcyclopropyl)amino)-2-oxoacetyl)-N-((S)-3-oxo-1-((S)-2-oxopyrrolidin-3-yl)-4-(trifluoromethoxy)butan-2-yl)-4-azaspiro[2.4]heptane-5-carboxamide CC1(CC1)NC(C(=O)N1C2(CC2)CC[C@H]1C(=O)N[C@@H](C[C@H]1C(NCC1)=O)C(COC(F)(F)F)=O)=O